FC=1C=C(C=CC1)C=1C(=NN(C1C(=O)O)C=1SC(=C(N1)C1=CC=C(C=C1)C(F)(F)F)C1=CC=C(C=C1)NC(COCCOC)=O)C 4-(3-fluorophenyl)-1-(5-(4-(2-(2-methoxyethoxy)acetamido)phenyl)-4-(4-(trifluoromethyl)phenyl)thiazol-2-yl)-3-methyl-1H-pyrazole-5-carboxylic acid